7-[(4-chlorophenyl)[(3-hydroxy-2-pyridinyl)amino]methyl]-8-quinolinone ClC1=CC=C(C=C1)C(C1C=CC=2C=CC=NC2C1=O)NC1=NC=CC=C1O